(1S,3aR,6aS)-N-((S)-4-(cyclohexylamino)-3,4-dioxo-1-((S)-2-oxopyrrolidin-3-yl)butan-2-yl)-2-(4-methoxy-1H-indole-2-carbonyl)octahydrocyclopenta[c]pyrrole-1-carboxamide C1(CCCCC1)NC(C([C@H](C[C@H]1C(NCC1)=O)NC(=O)[C@H]1N(C[C@H]2[C@@H]1CCC2)C(=O)C=2NC1=CC=CC(=C1C2)OC)=O)=O